4-((1,3-Dioxan-2-yl)methyl)cyclohexane-1-amine O1C(OCCC1)CC1CCC(CC1)N